N-(7-(6-butyryl-4-methylpyridin-3-yl)-5-methyl-2,6-naphthyridin-3-yl)acetamide C(CCC)(=O)C1=CC(=C(C=N1)C1=NC(=C2C=C(N=CC2=C1)NC(C)=O)C)C